6-((2-chloro-3-(1-methyl-1H-pyrazol-3-yl)phenyl)mercapto)pyridine ClC1=C(C=CC=C1C1=NN(C=C1)C)SC1=CC=CC=N1